tert-butyl (3-(2-amino-4-bromo-5-chloro-3-fluorophenyl)prop-2-yn-1-yl)carbamate NC1=C(C=C(C(=C1F)Br)Cl)C#CCNC(OC(C)(C)C)=O